N-[2,5-difluoro-4-(trifluoromethyl)phenyl]-5-(1,2-thiazol-4-yl)-1H-pyrrole-3-sulfonamide FC1=C(C=C(C(=C1)C(F)(F)F)F)NS(=O)(=O)C1=CNC(=C1)C=1C=NSC1